(S)-1-(3-fluoro-4-(2-methylpyrrolidin-1-yl)phenyl)ethan-1-one FC=1C=C(C=CC1N1[C@H](CCC1)C)C(C)=O